NCC(=O)[O-].NCC(=O)[O-].[Mn+2] Manganese Bisglycinate